FC1=C(C=CC(=C1)F)[C@@](CN1N=CN=C1)([C@@H](C)SSC(CC1=CC=NC=C1)(C)C)O (2R,3R)-2-(2,4-difluorophenyl)-3-((2-methyl-1-(pyridin-4-yl)propan-2-yl)disulfanyl)-1-(1H-1,2,4-triazol-1-yl)butan-2-ol